O1[C@H](COCC1)CN1N=C2C3=C(C[C@@H](C2=C1)C)OC(=C3C(F)(F)F)C(=O)NCC=3N=COC3 (4S)-2-{[(2S)-1,4-Dioxan-2-yl]methyl}-4-methyl-N-[(1,3-oxazol-4-yl)methyl]-8-(trifluoromethyl)-4,5-dihydro-2H-furo[2,3-g]indazol-7-carboxamid